tert-Butyl 4-((Trimethylsilyl)ethynyl)-3,6-dihydropyridine-1(2H)-carboxylate C[Si](C)(C)C#CC=1CCN(CC1)C(=O)OC(C)(C)C